(1s,4s)-4-(2-((1r,4r)-4-methoxycyclohexylamino)-8-(2,4,6-trichlorophenylamino)-9H-purin-9-yl)cyclohexanecarboxamide COC1CCC(CC1)NC1=NC=C2N=C(N(C2=N1)C1CCC(CC1)C(=O)N)NC1=C(C=C(C=C1Cl)Cl)Cl